tert-butyl-8-(4-(1-((benzyloxy)carbonyl)-1,2,3,6-tetrahydropyridin-4-yl)pyrimidin-2-yl)-3,8-diazabicyclo[3.2.1]octane-3-carboxylate C(C)(C)(C)OC(=O)N1CC2CCC(C1)N2C2=NC=CC(=N2)C=2CCN(CC2)C(=O)OCC2=CC=CC=C2